OC1=CC=CC(=N1)C(=O)NC1=C(C=C(C=C1C)O)C 6-hydroxy-N-(4-hydroxy-2,6-dimethylphenyl)picolinamide